2-(4-(5-(6-methylpyridin-2-yl)-1H-pyrazol-4-yl)quinolin-6-yl)oxazole-4-carboxylic acid CC1=CC=CC(=N1)C1=C(C=NN1)C1=CC=NC2=CC=C(C=C12)C=1OC=C(N1)C(=O)O